C(CCCC)P(C1=CSC=C1P(CCCCC)CCCCC)CCCCC 3,4-bis(di-n-pentylphosphino)-thiophene